benzyl N-[(1S)-1-[(2S,5R,6R)-5-azido-6-[(1R,2R,3S,4R,6S)-4,6-diazido-2,3-dihydroxy-cyclohexoxy]tetrahydropyran-2-yl]-2-benzyloxy-ethyl]-N-benzyl-carbamate N(=[N+]=[N-])[C@@H]1CC[C@H](O[C@@H]1O[C@H]1[C@@H]([C@H]([C@@H](C[C@@H]1N=[N+]=[N-])N=[N+]=[N-])O)O)[C@H](COCC1=CC=CC=C1)N(C(OCC1=CC=CC=C1)=O)CC1=CC=CC=C1